BrC1=CC=C2CC(N(CC2=C1)C)(C)C 7-bromo-2,3,3-trimethyl-1,2,3,4-tetrahydroisoquinoline